ClC1=C2C(=NC=C1C=1C(=C(C=CC1)C(=O)N1CCNCC1)F)NCC21CC1 (3-(4'-Chloro-1',2'-dihydrospiro[cyclopropane-1,3'-pyrrolo[2,3-b]pyridin]-5'-yl)-2-fluorophenyl)(piperazin-1-yl)methanone